C(C)(C)(C)OC(=O)N1CCC[C@@H](C1)NC(COC1=CC(=C(C=C1)Cl)Cl)=O (2R,5S)-1-[(tert-butoxy)carbonyl]-5-[2-(3,4-dichloro-phenoxy)acetamido]piperidine